CC(CP(O)(O)=O)CC(C)(C)C (2,4,4-trimethyl-amyl)phosphonic acid